(2R,3R)-2-(2,4-difluorophenyl)-3-((4-(pyridin-2-yl)butyl)disulfanyl)-1-(1H-1,2,4-triazol-1-yl)butan-2-ol FC1=C(C=CC(=C1)F)[C@@](CN1N=CN=C1)([C@@H](C)SSCCCCC1=NC=CC=C1)O